CC1=C(C=CC(=N1)C1=CN(C(C=2C=CC=NC12)=O)COCC[Si](C)(C)C)C(F)(F)F 8-(6-methyl-5-(trifluoromethyl)pyridin-2-yl)-6-((2-(trimethylsilyl)ethoxy)methyl)-1,6-naphthyridin-5(6H)-one